C(C)(C)(C)OC(=O)N1C(CCCC1)C#N tert-butyl-2-cyanopiperidine-1-carboxylate